N-aminoethyl-γ-aminopropyl-trimethoxysilane NCCNCCC[Si](OC)(OC)OC